benzylidene-1,3-bis(2,4,6-trimethylphenyl)-2-imidazolidinylidenedichloro(tricyclohexylphosphine) ruthenium dichloride [Ru](Cl)Cl.C(C1=CC=CC=C1)=C1N(C(N(C1)C1=C(C=C(C=C1C)C)C)=C1C(CCC(C1)(Cl)Cl)P(C1CCCCC1)C1CCCCC1)C1=C(C=C(C=C1C)C)C